methyl 4-(3-((tert-butoxycarbonyl) amino)-1-methyl-1H-pyrazol-4-yl)-7-(3-methoxy-2,6-dimethylphenyl)-2-methyl-7H-pyrrolo[2,3-d]pyrimidine-5-carboxylate C(C)(C)(C)OC(=O)NC1=NN(C=C1C=1C2=C(N=C(N1)C)N(C=C2C(=O)OC)C2=C(C(=CC=C2C)OC)C)C